N(=[N+]=[N-])CCOCCNC(=O)C=1C=C2C=3C(C4=C(C(C3NC2=CC1)=O)C=CC=C4)=O N-(2-(2-azidoethoxy)ethyl)-6,11-dioxo-6,11-dihydro-5H-benzo[b]carbazole-2-carboxamide